C(CCCCCCCCCCCCC)C1=C(OC=CC1=O)CCCCCCCCCCCCCC ditetradecyl-4-pyrone